CS(=O)(=O)N1CCC(CC1)CC1=CC=2N(C=C1)N=CC2N2C(NC(CC2)=O)=O 1-(5-((1-(methylsulfonyl)piperidin-4-yl)methyl)pyrazolo[1,5-a]pyridin-3-yl)dihydropyrimidine-2,4(1H,3H)-dione